17-fluoro-8-methyl-5-(1,1-dioxothiomorpholin-4-yl)-11-oxa-8,20,23,24-tetraazapentacyclo[17.5.2.12,6.013,18.022,25]heptacosa-1(24),2,4,6(27),13(18),14,16,19,21,25-decaene FC1=CC=CC=2COCCN(CC=3C(=CC=C(C4=NNC5=CN=C(C12)C=C45)C3)N3CCS(CC3)(=O)=O)C